FC1=C(C(=C(C(=C1F)F)F)F)CSSCC ethyl [(perfluorophenyl)methyl] disulfide